4-[2-hydroxy-1-methoxycarbonyl-2-(2-nitro-phenyl)-ethyl]-piperidine-1-carboxylic acid tertbutyl ester C(C)(C)(C)OC(=O)N1CCC(CC1)C(C(C1=C(C=CC=C1)[N+](=O)[O-])O)C(=O)OC